CN(C)CC1=C(C=C(S1)C1=NC(=NC(=N1)N1CCOCC1)C=1C=CC=C(C1)O)C 5-(4-(5-((dimethylamino)methyl)-4-methylthiophen-2-yl)-6-morpholino-1,3,5-triazin-2-yl)phenol